[Cl-].C(CCCCCCCCCCCCCCCCC)[N+](CCC[Si](OCC)(OCC)OCC)(C)C Octadecyl-Dimethyl-(3-Triethoxysilyl-propyl)Ammonium Chloride